5-Fluoro-N-methyl-2-[4-methyl-6-({1-[(3S)-2-methyl-6-oxohexan-3-yl]azetidin-3-yl}methyl)pyrrolo[1,2-a]pyrazin-8-yl]-N-(isopropyl)benzamide FC=1C=CC(=C(C(=O)N(C(C)C)C)C1)C=1C=C(N2C1C=NC=C2C)CC2CN(C2)[C@H](C(C)C)CCC=O